ClC1=CC=C(C=C1)C(C1=CC=C(C=C1)O)=O 4'-chloro-4-hydroxybenzophenone